COC1=C2C=C(NC2=CC=C1)C(=O)N1[C@@H]([C@@H]2[C@H](C1)CCC2)C(=O)OC(C)(C)C tert-butyl (1S,3aR,6aS)-2-(4-methoxy-1H-indole-2-carbonyl)-hexahydro-1H-cyclopenta[c]pyrrole-1-carboxylate